[1-(1-amino-1-o-methoxyphenylmethyl)-2-oxopropyl]phosphonic acid diisopropyl ester C(C)(C)OP(OC(C)C)(=O)C(C(C)=O)C(C1=C(C=CC=C1)OC)N